C(C)C1(CCC1)C1=NC(=C2C=NC(=NN21)N[C@H]2[C@@H](CN(CC2)S(=O)(=O)C)F)C(F)(F)F (3R,4R)-N-[7-(1-ethylcyclobutyl)-5-(trifluoromethyl)imidazo[4,3-f][1,2,4]triazin-2-yl]-3-fluoro-1-methanesulfonylpiperidin-4-amine